2-cyclopropyl-5,8-difluoro-3-((5-(trifluoromethyl)pyridin-2-yl)methyl)naphthalene-1,4-dione C1(CC1)C=1C(C2=C(C=CC(=C2C(C1CC1=NC=C(C=C1)C(F)(F)F)=O)F)F)=O